2-azaspiro[3.4]octane-6-en-2-carboxylic acid tert-butyl ester C(C)(C)(C)OC(=O)N1CC2(C1)CC=CC2